(7aS,10R)-2,8,10-trimethyl-7a,8,9,10-tetrahydro-7H-indolo[7,1-fg][1,7]naphthyridine CC=1C=C2C=CN3C2=C(C2=C[C@H](CN([C@@H]2C3)C)C)C1